C(C)(C)(C)OC(N(CC1NC(CC1)=O)C)=O methyl-((5-oxopyrrolidin-2-yl)methyl)carbamic acid tert-butyl ester